OC=1C=CC2=C3C=CC=4C(=CCC4C3=CC=C2C1)C(C#N)(C=O)C 2-[(3R,5R,8R,9R,10S,13S,14S,17S)-3-hydroxy-cyclopenta[a]phenanthren-17-yl]-2-methyl-3-oxo-propanenitrile